C[C@@](CCO)(CC(=O)[O-])OP(=O)([O-])[O-] The molecule is an organophosphate oxoanion obtained by deprotonation of the carboxy and phosphate OH groups of (R)-3-phosphomevalonic acid; major species at pH 7.3. It is an organophosphate oxoanion and a hydroxy monocarboxylic acid anion. It is a conjugate base of a (R)-3-phosphomevalonic acid.